The molecule is a piperidinecarboxylate ester that is the methyl ester of 3-hydroxypiperidine-1-carboxylic acid. It has a role as a metabolite. It is a piperidinecarboxylate ester, a secondary alcohol and a carbamate ester. COC(=O)N1CCCC(C1)O